NC1=NN2C(N=CC=C2)=C1C(=O)NC(C)C=1C=C(C=2N(C1N1CCS(CC1)(=O)=O)C=NC2Cl)Cl 2-Amino-N-{1-[1,8-dichloro-5-(1,1-dioxidothiomorpholin-4-yl)imidazo[1,5-a]pyridin-6-yl]ethyl}pyrazolo[1,5-a]pyrimidine-3-carboxamide